C(C)OC(C(C(=O)OCC)(OC[C@H]1O[C@H]([C@@H]([C@]1(C#C)OC(C)=O)OC(C)=O)N1C2=NC(=NC(=C2N=C1)N)C(C)=O)CC1=CC=CC=C1)=O 2-benzyl-2-(((2r,3r,4r,5r)-3,4-diacetoxy-5-(2-acetyl-6-amino-9H-purin-9-yl)-3-ethynyl-tetrahydro-furan-2-yl)methoxy)malonic acid diethyl ester